ClC1=C(C=CC(=C1)Cl)C[C@H](C[C@H]([C@H](C(C)(C)C)O)N1N=CNC1=S)C 2-[(2R,4R,5S)-1-(2,4-dichlorophenyl)-5-hydroxy-2,6,6-trimethylhept-4-yl]-2,4-dihydro-3H-1,2,4-triazol-3-thione